NCC1=NNC(C2=CC=C(C=C12)N1C=NC(=C1C=1SC2=C(C1C#N)C=CC=C2)C)=O 2-[3-[4-(aminomethyl)-1-oxo-2H-phthalazin-6-yl]-5-methyl-imidazol-4-yl]benzothiophene-3-carbonitrile